tert-butyl (2R,3S,4S)-3-({[(3-fluorophenyl)methyl]carbamoyl}oxy)-4-hydroxy-2-{[4-(1,3-oxazol-5-yl)phenyl]methyl}pyrrolidine-1-carboxylate FC=1C=C(C=CC1)CNC(=O)O[C@H]1[C@H](N(C[C@@H]1O)C(=O)OC(C)(C)C)CC1=CC=C(C=C1)C1=CN=CO1